CC(CO)C 2-Methylpropan-1-ol